C(CCCCC)OCOCCCC(CC(CC(CC(CC(CC(C)Br)C)C)C)C)C 14-bromo-4,6,8,10,12-pentamethylpentadecyl hexyloxymethyl ether